(4-(4-(cyclopropylamino)-4-oxobutyl)-1-phenyl-1H-imidazol-2-yl)-3-(1H-indazol-6-yl)benzamide C1(CC1)NC(CCCC=1N=C(N(C1)C1=CC=CC=C1)C1=C(C(=O)N)C=CC=C1C1=CC=C2C=NNC2=C1)=O